C(CC(C(=O)O)CC1=CC(=C(C(=C1)C)O)C(C)(C)C)C(C(=O)O)CC1=CC(=C(C(=C1)C)O)C(C)(C)C ethylenebis[3-(3-tert-butyl-4-hydroxy-5-methylphenyl)propanoic acid]